C1(=C(C=CC=C1C)C)NC(=N)NC(=N)N (2,6-xylyl)biguanide